OC1=C(C(=O)C=2C=NC=3N(C2)N=C(C3)C3=CC=C(C(=O)O)C=C3)C=C(C=C1)[N+](=O)[O-] 4-(6-(2-hydroxy-5-nitrobenzoyl)pyrazolo[1,5-a]pyrimidin-2-yl)benzoic acid